5-isocyanatocyclohexane N(=C=O)C1CCCCC1